FC1C(C1)C(=O)NC1=NC=NC(=C1)C=1N=CSC1NC=1C=NC(=CC1C)C(CC)O 2-fluoro-N-[6-(5-{[6-(1-hydroxypropyl)-4-methylpyridin-3-yl]amino}-1,3-thiazol-4-yl)pyrimidin-4-yl]cyclopropane-1-carboxamide